tert-butyl ((s)-1-(2-cyano-3-(3,5-difluorophenyl)-5-(((S)-1,1,1-trifluoropropan-2-yl)carbamoyl)pyridin-4-yl)pyrrolidin-3-yl)carbamate C(#N)C1=NC=C(C(=C1C1=CC(=CC(=C1)F)F)N1C[C@H](CC1)NC(OC(C)(C)C)=O)C(N[C@H](C(F)(F)F)C)=O